ClC1=NC(=CC=C1C(=O)OC(C)(C)C)N1C(C(=CC=C1)O)=O tert-Butyl 2-chloro-6-(3-hydroxy-2-oxo-1-pyridyl)pyridine-3-carboxylate